Methyl (2R)-3-(3-bromophenyl)-2-{[(tert-butoxy)carbonyl]amino}propanoate BrC=1C=C(C=CC1)C[C@H](C(=O)OC)NC(=O)OC(C)(C)C